C(#N)N=C(NCCCCCC1CN(CC1)C(C1=CC=CC=C1)=O)NC1=CC=NC=C1 2-cyano-1-(5-((1-benzoyl)pyrrolidin-3-yl)pentyl)-3-(4-pyridinyl)guanidine